(R)-6-cyclobutyl-3-(3-(1-(4-methyl-4H-1,2,4-triazol-3-yl)propan-2-yl)phenyl)-1H-pyrazolo[4,3-b]pyridine C1(CCC1)C=1C=C2C(=NC1)C(=NN2)C2=CC(=CC=C2)[C@@H](CC2=NN=CN2C)C